((1-((4-formylphenyl)sulfonyl)piperidin-4-yl)amino)pyrimidine-5-carbonitrile C(=O)C1=CC=C(C=C1)S(=O)(=O)N1CCC(CC1)NC1=NC=C(C=N1)C#N